ClC=1C(=NC=CC1[S-])N1C[C@H](CC1)CO.[Na+] Sodium (S)-3-chloro-2-(3-(hydroxymethyl)pyrrolidin-1-yl)pyridine-4-thiolate